1-(3,3-difluoropiperidin-4-yl)-4-(2-fluoro-4-nitrophenyl)piperazine FC1(CNCCC1N1CCN(CC1)C1=C(C=C(C=C1)[N+](=O)[O-])F)F